methoxyethoxymethyl ethylene carbonate C(O)(O)=O.COCCOCC=C